2-(2-Chloro-5-(2-hydroxypropan-2-yl)-8-oxothieno[2',3':4,5]pyrrolo[1,2-d][1,2,4]triazin-7(8H)-yl)-N-(3,3-dimethylcyclobutyl)acetamid ClC1=CC2=C(C=C3N2C(=NN(C3=O)CC(=O)NC3CC(C3)(C)C)C(C)(C)O)S1